FC(OC1=C(C(=O)NCC2=NN3C(NC=4C=CC=CC4C3=C2)=S)C=CC=C1)F 2-(difluoromethoxy)-N-((5-thioxo-5,6-dihydropyrazolo[1,5-c]quinazolin-2-yl)methyl)benzamide